C(C1=CC=CC=C1)C1CCC=CCC(C[C@H](NC([C@@H](NC(O1)=O)CC(C)C)=O)C=O)C(=O)N(C)C (4S,7S)-15-benzyl-7-formyl-4-isobutyl-N,N-dimethyl-2,5-dioxo-1-oxa-3,6-diazacyclopentadec-11-ene-9-carboxamide